OC(C1=CC(=C(C(=C1)OC)O)OC)NC(C(=O)O)=C 2-{[hydroxy(4-hydroxy-3,5-dimethoxyphenyl)Methyl]amino}acrylic acid